(ethylenedioxy)-diethenethiol C(OC=CS)COC=CS